C1(CC1)COC1=NC(=NC=C1C(=O)NC1=C(C=CC=C1Cl)Cl)NC=1C=NN(C1)C[C@@H]1CN(CCO1)C 4-(cyclopropylmethoxy)-N-(2,6-dichlorophenyl)-2-[(1-{[(2S)-4-methylmorpholin-2-yl]methyl}-1H-pyrazol-4-yl)amino]pyrimidine-5-carboxamide